1-bromo-2-chloro-2-butene BrCC(=CC)Cl